(-)-(4R)-4-[3-[4-[(4-Methylsulfonylphenyl)-phenyl-methyl]-1-piperidyl]-3-oxo-propyl]oxazolidin-2-one CS(=O)(=O)C1=CC=C(C=C1)C(C1CCN(CC1)C(CC[C@H]1NC(OC1)=O)=O)C1=CC=CC=C1